2-Amino-N-(1-[8-chloro-5-(1,1-dioxidothiomorpholin-4-yl)imidazo[1,5-a]pyridin-6-yl]ethyl)pyrazolo[1,5-a]-pyrimidine-3-carboxamide trifluoroacetate salt FC(C(=O)O)(F)F.NC1=NN2C(N=CC=C2)=C1C(=O)NC(C)C=1C=C(C=2N(C1N1CCS(CC1)(=O)=O)C=NC2)Cl